COCOCCCC(CC(C)O)C 6-Hydroxy-4-methylheptyl methoxymethyl ether